oxasuccinic acid C(OCC(=O)O)(=O)O